1-(2-Chlorobenzyl)-2-(4-(difluoromethoxy)phenyl)-5-methyl-1H-imidazole ClC1=C(CN2C(=NC=C2C)C2=CC=C(C=C2)OC(F)F)C=CC=C1